C(C)(C)(C)[Si](OC[C@H]1NC([C@@H](N(C2=C(C1)C=CC(=C2)CCNC)C)C(C)C)=O)(C2=CC=CC=C2)C2=CC=CC=C2 (2S,5S)-5-{[tert-butylbis(phenyl)siloxy]methyl}-2-isopropyl-1-methyl-9-[2-(methylamino)ethyl]-1,4,5,6-tetrahydro-1,4-benzodiazocin-3(2H)-one